C(C)(C)C=1C=C(C=CC1)N1N=C(C=C1/C=C/C(=O)NC1=CC=CC=2NC(NC21)=O)C(F)(F)F (E)-3-(1-(3-Isopropylphenyl)-3-(trifluoromethyl)-1H-pyrazol-5-yl)-N-(2-oxo-2,3-dihydro-1H-benzo[d]imidazol-4-yl)acrylamid